1-(3-(4-Chlorophenyl)prop-2-yn-1-yl)-4-(5-(difluoromethyl)-1,3,4-oxadiazol-2-yl)pyridin-2(1H)-one ClC1=CC=C(C=C1)C#CCN1C(C=C(C=C1)C=1OC(=NN1)C(F)F)=O